N1(CCNCC1)C1=CC(=NC=N1)C1=NNC2=CN=C(C=C21)C2(CC2)C#N 1-[3-(6-piperazin-1-ylpyrimidin-4-yl)-1H-pyrazolo[3,4-c]pyridin-5-yl]cyclopropanecarbonitrile